BrC1=C(C(=NN1C)C1=C(C=CC=C1)C(F)(F)F)C=O 5-BROMO-1-METHYL-3-[2-(TRIFLUOROMETHYL)PHENYL]-1H-PYRAZOLE-4-CARBOXALDEHYDE